C(CCCCCCCCCCC\C=C/CCCCCCCC)(=O)N[C@@H](CO)C(=O)O N-erucoyl-serine